C(C)(C)C1=C(C=CC=C1)C=1N=C(C2=C(N1)C=CO2)NCC2=CC=C(C=C2)OC2CC(C2)OC 2-(2-Isopropylphenyl)-N-(4-(3-methoxycyclobutoxy)benzyl)furo[3,2-d]pyrimidin-4-amine